ClC=1C=C(C(=O)N2[C@@H](CC[C@@H]2C2=C(C=CC=C2)Cl)C(=O)O)C=CC1C1=NC(=NC=C1)OC (2S,5R)-1-(3-chloro-4-(2-methoxypyrimidin-4-yl)benzoyl)-5-(2-chlorophenyl)pyrrolidine-2-carboxylic acid